C(#N)C1=CNC2=NC=C(N=C21)N2CC1(C2)CC(C1)N(C(=O)NC=1C(N(C=C(C1)C(F)(F)F)C)=O)C 1-(2-(7-cyano-5H-pyrrolo[2,3-b]pyrazin-2-yl)-2-azaspiro[3.3]hept-6-yl)-1-methyl-3-(1-methyl-2-oxo-5-(trifluoromethyl)-1,2-dihydropyridin-3-yl)urea